(R)-1-(2-chloropyridin-3-yl)ethyl (1-methyl-4-(5-(3-oxo-1-(trifluoromethyl)cyclobutane-1-carboxamido)pyridin-2-yl)-1H-1,2,3-triazol-5-yl)carbamate CN1N=NC(=C1NC(O[C@H](C)C=1C(=NC=CC1)Cl)=O)C1=NC=C(C=C1)NC(=O)C1(CC(C1)=O)C(F)(F)F